ClC1=CC=C(C=C1)[C@H]1NCCC1 (S)-2-(4-chlorophenyl)-pyrrolidine